N-[(1S,2S)-2-Hydroxycyclohexyl]-4-[4-(6-methylpyridin-2-yl)-benzyl]-pyrrolo[1,2-b]pyridazine-2-carboxamide O[C@@H]1[C@H](CCCC1)NC(=O)C=1C=C(C=2N(N1)C=CC2)CC2=CC=C(C=C2)C2=NC(=CC=C2)C